C(#C)[C@@]1([C@H]([C@@H](O[C@@H]1CO)N1C(=O)N=C(N)C=C1)O)O 1-(3-C-Ethynyl-beta-D-ribo-pentofuranosyl)cytosine